C(C1=CC=CC=C1)O[C@H]1C(O[C@]([C@H]1OCC1=CC=CC=C1)(C)COCC1=CC=CC=C1)=O (3R,4S,5R)-3,4-bis(benzyloxy)-5-(benzyloxymethyl)-5-methyldihydrofuran-2(3H)-one